Ethyl 2-(5-fluorobenzo[b]thiophen-3-yl)acetate FC1=CC2=C(SC=C2CC(=O)OCC)C=C1